N-[(2,2-difluorocyclopropyl)methyl]-1-(4-methoxyphenyl)methanamine FC1(C(C1)CNCC1=CC=C(C=C1)OC)F